BrC=1C(=NN(C1)C)C1=NC=C(C=N1)F 2-(4-bromo-1-methyl-1H-pyrazol-3-yl)-5-fluoropyrimidine